FC(COC1=CC=CC2=C1C(=NO2)OCC2CCN(CC2)CC2(CCOCC2)C(=O)O)(F)F 4-{[4-({[4-(2,2,2-trifluoroethoxy)-1,2-benzisoxazol-3-yl]oxy}methyl)piperidin-1-yl]methyl}tetrahydro-2H-pyran-4-carboxylic acid